BrCCCCCOC=1C(=CC2=C(N(C(C3N(C2=O)CC2(CC2)C3)O[Si](C)(C)C(C)(C)C)C(=O)[O-])C1)OC 8-((5-bromopentyl)oxy)-11-((tert-butyldimethylsilyl)oxy)-7-methoxy-5-oxo-11,11a-dihydro-1H,3H-spiro[benzo[e]pyrrolo[1,2-a][1,4]diazepine-2,1'-cyclopropane]-10(5H)-carboxylate